ClC1=C(C=CC=C1Cl)C1=CC=C(O1)C=C1C(C2=CC=CC=C2C1)=O 2-[[5-(2,3-Dichlorophenyl)-2-furanyl]methylene]-2,3-dihydro-1H-inden-1-one